CC(=O)N[C@@H]1[C@H]([C@@H]([C@H](O[C@@H]1O[C@H]2[C@@H]([C@H]([C@@H]([C@H]([C@H]2O)OP(=O)(O)O)O)O)O)CO)O)O The molecule is a 1D-myo-inositol monophosphate derivative having the phosphate group at the 3-position and an N-acetyl alpha-D-glucosaminyl residue attached at the 1-position. It is a 2-deoxy-alpha-D-glucoside and a myo-inositol monophosphate derivative. It derives from a myo-inositol. It is a conjugate acid of a 1D-myo-inositol 2-acetamido-2-deoxy-alpha-D-glucopyranoside 3-phosphate(2-).